O=C1NC2(CN(C2)C(=O)O[C@@H]2C[C@@H](C2)OCC2=CC=CC=C2)CO1 cis-3-(benzyloxy)cyclobutyl 6-oxo-7-oxa-2,5-diazaspiro[3.4]octane-2-carboxylate